C(C1=CC=CC=C1)N(C1CC2=C(N(N=C2CC1)C1=NC=C(C#N)C=C1)O)C 6-(5-(Benzylmethylamino)-3-hydroxy-4,5,6,7-tetrahydro-2H-indazol-2-yl)nicotinonitrile